(3-((2,2-Difluoroethyl)amino)azetidin-1-yl)(5-(4-(trifluoromethyl)phenoxy)naphthalen-2-yl)methanone FC(CNC1CN(C1)C(=O)C1=CC2=CC=CC(=C2C=C1)OC1=CC=C(C=C1)C(F)(F)F)F